Methyl-4-((5-amino-1H-1,2,4-triazol-3-yl)amino)benzoate COC(C1=CC=C(C=C1)NC1=NNC(=N1)N)=O